C(=O)(O)C(CC1=NC=C(C=C1)OCCOCCOCC)N1CCN(CCN(CCN(CC1)CC(=O)[O-])CC(=O)[O-])CC(=O)[O-].[Gd+3] Gadolinium 2,2',2''-{10-[1-carboxy-2-{5-[2-(2-ethoxyethoxy)ethoxy]pyridin-2-yl}ethyl]-1,4,7,10-tetraazacyclododecan-1,4,7-triyl}triacetat